C(C1=CC=CC=C1)N(C=1C=2N(N=C(C1)Cl)C=CN2)C N-benzyl-6-chloro-N-methylimidazo[1,2-b]pyridazin-8-amine